ClC=1C(=C(NC=2C3=C(N=CN2)C=NC(=C3)C3CN(CC3)C(=O)OC(C)(C)C)C=CC1Cl)F tert-butyl 3-[4-(3,4-dichloro-2-fluoro-anilino)pyrido[3,4-d]pyrimidin-6-yl]pyrrolidine-1-carboxylate